C(CCC)N(C(CC(CC(=O)N)=O)=O)CCCC N,N-dibutyl-3-oxo-glutaramide